Dimethyl 2,6-dimethyl-4-(2-chlorophenyl)-1,4-dihydropyridine-3,5-dicarboxylate CC=1NC(=C(C(C1C(=O)OC)C1=C(C=CC=C1)Cl)C(=O)OC)C